C1N[SiH2]CC1 3-sila-2-azacyclopentane